2,6-dimethylphenoxyvanadium CC1=C(O[V])C(=CC=C1)C